4-(3-((1-(3-Fluorophenyl)-3-(methylamino)propoxy)methyl)phenyl)-1-methyl-1,2,3,4-tetrahydro-5H-benzo[e][1,4]diazepin-5-one FC=1C=C(C=CC1)C(CCNC)OCC=1C=C(C=CC1)N1CCN(C2=C(C1=O)C=CC=C2)C